((7R)-7-amino-2-azabicyclo[2.2.1]hept-2-yl)(2-(6-chloro-1-(cyclopropylmethyl)-1H-pyrrolo[2,3-b]pyridin-2-yl)-4-methoxy-3-methylbenzofuran-6-yl)methanone N[C@H]1C2N(CC1CC2)C(=O)C2=CC1=C(C(=C(O1)C1=CC=3C(=NC(=CC3)Cl)N1CC1CC1)C)C(=C2)OC